N-methyl-N'-aminopropyl-piperazine CN1CCN(CC1)CCCN